(S)-N-(3-(3-bromophenyl)-1-(methylamino)-1-oxopropan-2-yl)-3-(3-nitrophenyl)-1H-pyrazole-5-carboxamide BrC=1C=C(C=CC1)C[C@@H](C(=O)NC)NC(=O)C1=CC(=NN1)C1=CC(=CC=C1)[N+](=O)[O-]